(R)-1-(3-(2,2,2-trifluoroethyl)-3H-[1,2,3]triazolo[4,5-c]pyridin-6-yl)ethan-1-amine hydrochloride Cl.FC(CN1N=NC2=C1C=NC(=C2)[C@@H](C)N)(F)F